5-chloro-1,8-dimethyl-spiro[pyrrolo[2,3-g]phthalazine-3,4'-tetrahydropyran]-2-one ClC1=NN=C(C=2C=C3C(=CC12)C1(CCOCC1)C(N3C)=O)C